S1C(=NC2=C1C=CC=C2)C(CC=2C=C(C(N)=N)C=CC2)NS(=O)(=O)C2=CC=CC=C2 3-(2-(benzo[d]thiazol-2-yl)-2-(phenylsulfonamido)ethyl)benzimidamide